C(CC)N(CNCN(CCC)CCC)CCC 1,3-bis(di-n-propylamino)-2-aza-propane